8,10-tetradecadiene-1-ol C(CCCCCCC=CC=CCCC)O